N-(4-(Imidazo[1,2-a]pyrazin-8-yl)benzyl)-2-(2-isopropylphenyl)-5-methoxypyrimidin-4-amine N=1C=CN2C1C(=NC=C2)C2=CC=C(CNC1=NC(=NC=C1OC)C1=C(C=CC=C1)C(C)C)C=C2